ethyl 3-[6-[[(3S,4S)-1-tert-butoxycarbonyl-4-fluoro-3-piperidyl]amino]-5-fluoro-2-pyridyl]-6-cyclopropyl-7-methoxy-imidazo[1,2-b]pyridazine-2-carboxylate C(C)(C)(C)OC(=O)N1C[C@@H]([C@H](CC1)F)NC1=C(C=CC(=N1)C1=C(N=C2N1N=C(C(=C2)OC)C2CC2)C(=O)OCC)F